(R)-5-chloro-3'-(2-(2-(1-(3-chlorophenyl)cyclopropyl)-4-oxo-3,5,7,8-tetrahydropyrido[4,3-d]pyrimidin-6(4H)-yl)-1-hydroxy-2-oxoethyl)-[1,1'-biphenyl]-3-carbonitrile ClC=1C=C(C=C(C1)C1=CC(=CC=C1)[C@H](C(=O)N1CC2=C(N=C(NC2=O)C2(CC2)C2=CC(=CC=C2)Cl)CC1)O)C#N